N'-(trityl)-DL-glutamine C(C1=CC=CC=C1)(C1=CC=CC=C1)(C1=CC=CC=C1)NC(CC[C@H](N)C(=O)O)=O |r|